(2r,5s)-5-(hydroxymethyl)-2-(2-methoxy-2-oxoethyl)piperazine-1-carboxylic acid tert-butyl ester C(C)(C)(C)OC(=O)N1[C@@H](CN[C@@H](C1)CO)CC(=O)OC